C(C1=CC=CC=C1)C1(NC=CC(C1)=O)C1=CC=CC=C1 benzyl-4-oxo-2-phenyl-2,3-dihydropyridine